BrC1=CC2=C(N=C(S2)N)C(=C1F)N1CCC(CC1)(F)F 6-bromo-4-(4,4-difluoropiperidin-1-yl)-5-fluoro-1,3-benzothiazol-2-amine